FC=1C(=CC(=C(C#N)C1)C1=CC=2NC(N(C(C2S1)=O)C=1C2=C(C=NC1)C=NN2C)=O)OC 5-fluoro-4-methoxy-2-[3-(1-methylpyrazolo[4,3-c]pyridin-7-yl)-2,4-dioxo-1H-thieno[3,2-d]pyrimidin-6-yl]benzonitrile